1-(2-bromoethoxy)-4-(1-methanesulfonylethyl)benzene BrCCOC1=CC=C(C=C1)C(C)S(=O)(=O)C